tert-butylperoxy-n-heptanoate C(C)(C)(C)OOC(CCCCCC)=O